CCCCOC(=O)C1=CC=C(C=C1)[NH3+] The molecule is an ammonium ion resulting from the protonation of the amino group of butamben. It is a conjugate acid of a butamben.